N-[9-[(2R,3S,4R,5R)-5-[[(tert-butyldimethylsilyl)oxy]methyl]-4-fluoro-3-hydroxyoxa-pent-2-yl]-9H-purin-6-yl]benzamide [Si](C)(C)(C(C)(C)C)OCC[C@H]([C@H]([C@@H](O)N1C2=NC=NC(=C2N=C1)NC(C1=CC=CC=C1)=O)O)F